BrC1=C(C(=C(CC2=NC3=C(N2C2COCC2(C)C)C=C(C=C3)C(=O)OC)C(=C1)F)F)F Methyl 2-(4-bromo-2,3,6-trifluorobenzyl)-1-(4,4-dimethyltetrahydrofuran-3-yl)-1H-benzo[d]imidazole-6-carboxylate